ClC1=C(C=CC=C1)C1N(C(C2=CC(=C(C=C2C1)OC)OC)COC1=CC=C(C=C1)OC)C=O 3-(chlorophenyl)(6,7-dimethoxy-1-[(4-methoxyphenoxy)methyl]-3,4-dihydroisoquinolin-2(1H)-yl)methanone